C1COCCN1CCN=C=S 2-(4-morpholino)ethyl isothiocyanate